C(C)[C@H]1[C@@H](COC1)N1C(=CC2=C1N=C(N=C2)S(=O)(=O)C)C#N 7-((3S,4S)-4-ethyltetrahydrofuran-3-yl)-2-(methylsulfonyl)-7H-pyrrolo[2,3-d]pyrimidine-6-carbonitrile